CN1N=CC(=C1)C1=CC2=C(C=N1)C(=CN2S(=O)(=O)C2=CC=CC=C2)B(O)O (6-(1-methyl-1H-pyrazol-4-yl)-1-(phenylsulfonyl)-1H-pyrrolo[3,2-c]pyridin-3-yl)boronic acid